ClC1=C2OC=3C=C(C=CC3C(C2=CC(=C1)F)=O)N1CC(CC1)C(=O)O 1-(5-chloro-7-fluoro-9-oxo-xanthen-3-yl)pyrrolidine-3-carboxylic acid